C1=C(C=CC2=CC=CC=C12)C(C(C(=O)OCC)NS(=O)(=O)C1=CC=C(C=C1)C)Br ethyl 3-(2-naphthyl)-2-(4-methylphenylsulfonylamino)-3-bromopropionate